tert-Butyl-4-(2-(4-ethynylbenzamido)ethyl)piperazin C(C)(C)(C)N1CCN(CC1)CCNC(C1=CC=C(C=C1)C#C)=O